10-propyl-3,7-bis(alpha,alpha-dimethylbenzyl)-10H-phenothiazine-5,5-dioxide C(CC)N1C2=CC=C(C=C2S(C=2C=C(C=CC12)C(C1=CC=CC=C1)(C)C)(=O)=O)C(C1=CC=CC=C1)(C)C